2-(3-bromophenyl)-4,6-diphenylpyrimidine BrC=1C=C(C=CC1)C1=NC(=CC(=N1)C1=CC=CC=C1)C1=CC=CC=C1